C(C)S(=O)(=O)C1CN(C1)C1=CC(=CC(=N1)N1CC2(C=3C=NC(=CC31)NC(C)=O)CC2)C N-(1'-(6-(3-(ethylsulfonyl)azetidin-1-yl)-4-methylpyridin-2-yl)-1',2'-dihydrospiro[cyclopropane-1,3'-pyrrolo[3,2-c]pyridin]-6'-yl)acetamide